ethyl 5-(7-cyano-5-isopropylbenzo[b]thiophen-2-yl)-1,3,4-thiadiazole-2-carboxylate C(#N)C1=CC(=CC2=C1SC(=C2)C2=NN=C(S2)C(=O)OCC)C(C)C